(S)-7-((5-(2-(2-hydroxy-propan-2-yl)morpholino)pyridin-2-yl)amino)-4-(7-methyl-7H-pyrrolo[2,3-d]pyrimidin-4-yl)isoindolin-1-one OC(C)(C)[C@H]1OCCN(C1)C=1C=CC(=NC1)NC=1C=CC(=C2CNC(C12)=O)C=1C2=C(N=CN1)N(C=C2)C